FC=1C=C2C(=NC1CC1=C(C=C(C=C1C)O)C)C(=CN2S(=O)(=O)C2=CC=C(C)C=C2)C(C)C 4-((6-fluoro-3-isopropyl-1-p-toluenesulfonyl-1H-pyrrolo[3,2-b]pyridin-5-yl)methyl)-3,5-dimethylphenol